C(C1=CC=CC=C1)OC=1C(=C(C(=CC1)C)NC1=NC(=NC(=C1I)Cl)C)C N-(3-(benzyloxy)-2,6-dimethylphenyl)-6-chloro-5-iodo-2-methylpyrimidin-4-amine